N-(2-Amino-ethyl)-1,3-propandiamin NCCNCCCN